Z-chromene-7,8-diyl diacetate C(C)(=O)OC1=CC=C2C=CCOC2=C1OC(C)=O